α,α'-di-n-propoxy-m-xylene C(CC)OCC1=CC(=CC=C1)COCCC